5-hydroxyvalerat OCCCCC(=O)[O-]